N1=C(C=CC=C1)N1N=C2CCCCC2=C1O 2-(pyridin-2-yl)-4,5,6,7-tetrahydro-2H-indazol-3-ol